3-O-methyl-β-D-glucopyranose CO[C@@H]1[C@H]([C@H](O)O[C@@H]([C@H]1O)CO)O